O=C(CCCCC)C(CCCCCCCC)C(=O)OC methyl 6-oxopentadecane-7-carboxylate